3-((R)-1,1-dimethylethylsulfinamido)propanoate CC(C)(C)[S@@](=O)NCCC(=O)[O-]